C(C)(C)(C)OC(=O)N1[C@@H]2CN[C@H](C1)C2 (1S,4S)-(-)-2,5-diazabicyclo(2.2.1)heptane-2-carboxylic acid tert-butyl ester